N-[(2-oxo-2,3-dihydro-1H-1,3-benzodiazol-4-yl)[4-(propan-2-yl)phenyl]methyl]-1-[2-(1H-1,2,3-triazol-5-yl)acetyl]pyrrolidine-2-carboxamide O=C1NC2=C(N1)C=CC=C2C(NC(=O)C2N(CCC2)C(CC2=CN=NN2)=O)C2=CC=C(C=C2)C(C)C